methyl 10-(3-chlorophenyl)-9-fluoro-6-hydroxy-[1,2,4]triazolo[5,1-a]isoquinoline-5-carboxylate ClC=1C=C(C=CC1)C=1C(=CC=C2C(=C(N3C(C12)=NC=N3)C(=O)OC)O)F